C1(CC1)C1=NC=NC(=C1C=1N=CC2=C(N1)NC1=C2C=CN=C1)OC (4-cyclopropyl-6-methoxypyrimidin-5-yl)-9H-pyrido[4',3':4,5]pyrrolo[2,3-D]pyrimidine